(R)-6-(2-amino-6-fluoro-5-(3-((3-methoxypyrrolidin-1-yl)methyl)-4-morpholinophenyl)pyridin-3-yl)-7-fluoro-3,4-dihydroisoquinolin-1(2H)-one NC1=NC(=C(C=C1C=1C=C2CCNC(C2=CC1F)=O)C1=CC(=C(C=C1)N1CCOCC1)CN1C[C@@H](CC1)OC)F